3-(phenylsulfonyl)-7-(o-tolyl)-3,6-dihydropyrrolo[3,2-e]indazole C1(=CC=CC=C1)S(=O)(=O)N1N=CC=2C3=C(C=CC12)NC(=C3)C3=C(C=CC=C3)C